CN(C1=CC=C(C=C1)/C=C/C(=O)C1=CC=C(C=C1)O)C (E)-3-(4-Dimethylaminophenyl)-1-(4-hydroxyphenyl)prop-2-en-1-one